N,1-diphenyl-2-(thiophen-2-yl)prop-2-en-1-imine C1(=CC=CC=C1)N=C(C(=C)C=1SC=CC1)C1=CC=CC=C1